C1CC=CC2=NC3=CC=CC=C3N=C12 dihydro-phenazine